FC1(CNCCC1C1=CC=C2C(=NN(C2=C1)C)N1C(NC(CC1)=O)=O)F 1-[6-(3,3-difluoro-4-piperidinyl)-1-methyl-indazol-3-yl]hexahydropyrimidine-2,4-dione